C(#N)CCC1C(=O)NCC1 cyanoethylbutyrolactam